N-(6-(5-methyl-1,3,4-thiadiazol-2-yl)isoquinolin-3-yl)piperidine-1-carboxamide CC1=NN=C(S1)C=1C=C2C=C(N=CC2=CC1)NC(=O)N1CCCCC1